(R)-6-bromo-7-(2-(((3-chloropyridin-2-yl)oxy)methyl)pyrrolidin-1-yl)-4-oxo-1-(pyrazin-2-yl)-1,4-dihydroquinoline-3-carboxylic acid BrC=1C=C2C(C(=CN(C2=CC1N1[C@H](CCC1)COC1=NC=CC=C1Cl)C1=NC=CN=C1)C(=O)O)=O